3-(4-bromophenyl)thiazolidin-4-one BrC1=CC=C(C=C1)N1CSCC1=O